CS(=O)(=O)O.C(CC)(=O)N propanamide methanesulfonic acid salt